C(CC)N(CCCCC(CCCCCCC(C(=O)[O-])CCCC(CCCCCC)CCCCCC)(CCCCCCC(C(=O)[O-])CCCC(CCCCCC)CCCCCC)O)CCC 7-(4-(Dipropylamino) butyl)-7-hydroxytridecane-1,13-diylbis(6-hexyldodecanoate)